CC1(C2CC=CC1C2)C 6,6-dimethylbicyclo-(3.1.1)-hept-2-en